5-(3-(5-fluoro-2-methoxypyridin-3-yl)morpholinyl)-N-(4-(piperazin-1-yl)phenyl)pyrazole FC=1C=C(C(=NC1)OC)C1N(CCOC1)C1=CC=NN1C1=CC=C(C=C1)N1CCNCC1